C(C)(C)(C)OC(=O)N[C@@H](C(=O)O)CCC1=C(C=C(C(=C1)F)F)F (R)-tert-butoxycarbonylamino-4-(2,4,5-trifluorophenyl)butyric acid